2-bromopyrimidine BrC1=NC=CC=N1